4-(5-(3,5-dimethylisoxazol-4-yl)-1-phenyl-1H-pyrrolo[2,3-b]pyridin-3-yl)-3-(trifluoromethoxy)benzoic acid CC1=NOC(=C1C=1C=C2C(=NC1)N(C=C2C2=C(C=C(C(=O)O)C=C2)OC(F)(F)F)C2=CC=CC=C2)C